O1[C@H]2[C@@H](CC1)COC2 (3R,3aS,6aS)-Hexahydrofuro[3,4-b]furan